ClC1=C(C(=O)N2COC3=C(C2)C=CC=C3C3=CC(=C(C(=O)O)C=C3F)N3C2COCC3CC2)C(=CC(=C1)N1CC2(C1)CC(C2)OC2CC2)Cl 4-[3-[2,6-Dichloro-4-(6-cyclopropyloxy-2-azaspiro[3.3]heptan-2-yl)benzoyl]-2,4-dihydro-1,3-benzoxazin-8-yl]-5-fluoro-2-(3-oxa-8-azabicyclo[3.2.1]oct-8-yl)benzoic acid